chloroethyl-trimethoxysilane tert-butyl-(5-bromo-3-methyl-7-(N-(1-methylcyclopropyl)sulfamoyl)quinolin-2-yl)carbamate C(C)(C)(C)N(C(O)=O)C1=NC2=CC(=CC(=C2C=C1C)Br)S(NC1(CC1)C)(=O)=O.ClCC[Si](OC)(OC)OC